(S)-7-Ethyl-N-((S)-1-(5-(2-methoxychinolin-3-yl)-1H-imidazol-2-yl)-7-oxononyl)-7-azaspiro[3.5]nonan-1-carboxamid C(C)N1CCC2(CC[C@@H]2C(=O)N[C@@H](CCCCCC(CC)=O)C=2NC(=CN2)C=2C(=NC3=CC=CC=C3C2)OC)CC1